4'-((5-chloro-2-((5-fluoro-2-methoxy-4-(1-methylpiperidin-4-yl)phenyl)amino)pyrimidin-4-yl)Oxy)-2'-methylspiro[cyclopropane-1,1'-isoindoline]-3'-one ClC=1C(=NC(=NC1)NC1=C(C=C(C(=C1)F)C1CCN(CC1)C)OC)OC1=C2C(N(C3(C2=CC=C1)CC3)C)=O